FC(C1=CC=CC(=N1)NC(=O)[C@@H]1CC12CCN(CC2)C(=O)OC(C(F)(F)F)C(F)(F)F)(F)F |r| 1,1,1,3,3,3-hexafluoro-propan-2-yl (±)-1-((6-(tri-fluoromethyl)-pyridin-2-yl)-carbamoyl)-6-azaspiro[2.5]-octane-6-carboxylate